N-(4-(benzyloxy)-3-chloro-5-methoxybenzyl)-2,4-difluoroaniline C(C1=CC=CC=C1)OC1=C(C=C(CNC2=C(C=C(C=C2)F)F)C=C1OC)Cl